C(C)C=1N(C=2N(C(C1N1CCNCC1)=O)N=C(N2)C=2NOCCCC2)CC(=O)NC2=CC=C(C=C2)S(F)(F)(F)(F)F 2-(5-ethyl-7-oxo-6-(piperazin-1-yl)-2-(2,5,6,7-tetrahydrooxazepine-3-yl)-[1,2,4]triazolo[1,5-a]pyrimidin-4(7H)-yl)-N-(4-(pentafluoro-λ6-sulfanyl)phenyl)acetamide